6-oxo-1,6-dihydro-pyridin O=C1C=CC=CN1